(R)-3-(methylamino)-1-phenylpropanol CNCC[C@@H](O)C1=CC=CC=C1